C(#N)C1=CC=C2C=C(N(C2=C1)CC1COC1)C(=O)O 6-Cyano-1-((oxetan-3-yl)methyl)-1H-indole-2-carboxylic acid